N-(4-(5-(3-fluoro-4-((4-methylpyrimidin-2-yl)oxy)phenyl)-4,7-dimethyl-7H-pyrrolo[2,3-d]pyrimidin-6-yl)-3-methylphenyl)acrylamide FC=1C=C(C=CC1OC1=NC=CC(=N1)C)C1=C(N(C=2N=CN=C(C21)C)C)C2=C(C=C(C=C2)NC(C=C)=O)C